COC=1C2=C(N=C(N1)NC1CC(C1)(O)C)NC=C2C=2C=C1N=CC=NC1=CC2 3-((4-methoxy-5-(quinoxalin-6-yl)-7H-pyrrolo[2,3-d]pyrimidin-2-yl)amino)-1-methylcyclobutan-1-ol